C1(CC1)C1=NC=C(C=C1)C#C 2-cyclopropyl-5-ethynyl-pyridine